3,3-dimethylhexanedioic acid CC(CC(=O)O)(CCC(=O)O)C